3-methyl-xanthine CN1C(NC(C=2NC=NC12)=O)=O